C(C)(C)(C)OC(=O)N[C@](C(=O)O)(CO)C (S)-2-((tert-butoxycarbonyl)amino)-3-hydroxy-2-methylpropanoic acid